C(C)OC(C1=CN=NN1CCN1C(C2=CC=CC=C2C1=O)=O)OCC 2-(2-(5-(diethoxymethyl)-1H-1,2,3-triazol-1-yl)ethyl)isoindoline-1,3-dione